4-(5-((4-Chlorophenoxy)methyl)-2-(trifluoromethyl)oxazolidin-3-yl)-2-(trifluoromethyl)benzonitril ClC1=CC=C(OCC2CN(C(O2)C(F)(F)F)C2=CC(=C(C#N)C=C2)C(F)(F)F)C=C1